1-(1-(4-(2,6-dioxopiperidin-3-yl)-3,5-difluorophenyl)azetidin-3-yl)-3-(5-fluoro-2H-spiro[benzofuran-3,1'-cyclopropan]-6-yl)urea O=C1NC(CCC1C1=C(C=C(C=C1F)N1CC(C1)NC(=O)NC1=CC2=C(C=C1F)C1(CC1)CO2)F)=O